4-acryloyloxyethoxy-4'-bromobenzophenone C(C=C)(=O)OCCOC1=CC=C(C(=O)C2=CC=C(C=C2)Br)C=C1